(Z)-Dimethyl (1S,5R,8R,Z)-5-hydroxybicyclo[6.1.0]non-3-ene-9,9-dicarboxylate O[C@H]1\C=C/C[C@@H]2C([C@@H]2CC1)(C(=O)OC)C(=O)OC